COCCN(C=1N=C(C=2N=C(N=C(C2N1)N1CCC(CC1)OC)N1CCN(CC1)C(=O)OCC)N1CCC(CC1)OC)CCOC ethyl 4-(6-(bis(2-methoxyethyl)amino)-4,8-bis(4-methoxypiperidin-1-yl)pyrimido[5,4-d]pyrimidin-2-yl)piperazine-1-carboxylate